C(C1CO1)OCCC[Si](OC)(OC)OC 3-glycidyl-oxypropyltrimethoxy-silane